1-(2-fluoro-4-(cis-3-(2-fluorophenyl)-7-hydroxychromen-4-yl)phenyl)piperidine-4-carbaldehyde FC1=C(C=CC(=C1)C1=C(COC2=CC(=CC=C12)O)C1=C(C=CC=C1)F)N1CCC(CC1)C=O